1-(4-(4-Amino-7-isopropyl-7H-pyrrolo[2,3-d]pyrimidin-5-yl)phenyl)-3-(4-(trifluoromethyl)phenyl)urea NC=1C2=C(N=CN1)N(C=C2C2=CC=C(C=C2)NC(=O)NC2=CC=C(C=C2)C(F)(F)F)C(C)C